ClC=1C=C(C(=NC1)F)N1CC=2C(CC1)=NOC2 5-Chloro-2-fluoro-3-{4H,5H,6H,7H-[1,2]oxazolo[4,3-c]pyridin-5-yl}pyridine